C[C@H]1[C@H]([C@H]([C@@H](C(O1)O)O)O)O[C@H]2[C@@H]([C@H]([C@H]([C@H](O2)CO)O[C@@H]3[C@@H]([C@H]([C@H]([C@H](O3)CO)O)O)O)O)O The molecule is a trisaccharide consisting of alpha-D-galactopyranose, beta-D-galactopyranose and L-fucopyranose residues joined in sequence by (1->4) glycosidic bonds. It derives from an alpha-D-Galp-(1->4)-beta-D-Galp and a L-fucopyranose.